N,N-dioctyldiglycolamic acid C(CCCCCCC)N(C(COCC(=O)O)=O)CCCCCCCC